COC(=O)C1=CC2=C(N=C(N=C2NC2=CC=C(C=C2)C2CCCCC2)N2C[C@H](OCC2)C)N=C1 4-[(4-cyclohexylphenyl)amino]-2-[(2R)-2-methylmorpholin-4-yl]pyrido[2,3-d]pyrimidine-6-carboxylic acid methyl ester